tert-butyl N-[(3R)-1-(3-bromopyrazolo[1,5-a]pyrimidin-5-yl)pyrrolidin-3-yl]carbamate BrC=1C=NN2C1N=C(C=C2)N2C[C@@H](CC2)NC(OC(C)(C)C)=O